FC=1C=C2C(=C(NC2=CC1)C(=O)OCC(C)C)C=1N=NN(C1)CC1CCN(CC1)CC1=CC(=C(C=C1)OC1=CC(=CC=C1)C(C)C)C(C)C isobutyl 5-fluoro-3-(1-((1-(3-isopropyl-4-(3-isopropylphenoxy) benzyl) piperidin-4-yl) methyl)-1H-1,2,3-triazol-4-yl)-1H-indole-2-carboxylate